C(C)(C)(C)C1=C(C=C2C=C([C@H](OC2=C1)C(F)(F)F)C(=O)O)Cl (S)-7-(tert-butyl)-6-chloro-2-(trifluoromethyl)-2H-chromene-3-carboxylic acid